(3R)-1-(5-iodopyridin-2-yl)pyrrolidine-3-carbaldehyde IC=1C=CC(=NC1)N1C[C@@H](CC1)C=O